4-methylbenzenesulfonic acid-(2S)-oxetan-2-ylmethyl ester O1[C@@H](CC1)COS(=O)(=O)C1=CC=C(C=C1)C